NC1(CC1)C(=O)O 1-aminocyclopropylcarboxylic acid